dimethylaminopropyl (methyl)acrylate CC(C(=O)OCCCN(C)C)=C